trans-4-((3-(1-Cyclopropyl-1H-pyrazol-4-yl)phenyl)((trans-4-(4-methoxy-3-methyl-phenyl)cyclohexyl)-methyl)carbamoyl)-cyclohexyl 3-(2-methoxy-2-oxoethyl)-azetidine-1-carboxylate COC(CC1CN(C1)C(=O)O[C@@H]1CC[C@H](CC1)C(N(C[C@@H]1CC[C@H](CC1)C1=CC(=C(C=C1)OC)C)C1=CC(=CC=C1)C=1C=NN(C1)C1CC1)=O)=O